C1(CCCC1)C1(C(NC2=C(C=CC=C12)C(F)(F)F)=O)C1=CC=C(C=C1)O 3-cyclopentyl-3-(4-hydroxyphenyl)-7-(trifluoromethyl)indolin-2-one